C1(CCCCC1)[C@@H]1[C@@H](C2=CC=C(C=C2CC1)O)C=1C=CC(=NC1)N1CCC(CC1)CN1CCN(CC1)C=1C=C2CN(C(C2=CC1)=O)[C@@H]1C(NC(CC1)=O)=O (S)-3-(5-(4-((1-(5-((1S,2R)-2-cyclohexyl-6-hydroxy-1,2,3,4-tetrahydronaphthalen-1-yl)pyridin-2-yl)piperidin-4-yl)methyl)piperazin-1-yl)-1-oxoisoindolin-2-yl)piperidine-2,6-dione